C1(=CC(=CC=C1)C1=NC(=NC=C1Cl)N[C@@H]1CN(CCC1)C(CN1CCC(CC1)N1CCC(CC1)C=1C=C2CN(C(C2=CC1)=O)C1C(NC(CC1)=O)=O)=O)C1=CC=CC=C1 3-(5-(1'-(2-((S)-3-((4-([1,1'-biphenyl]-3-yl)-5-chloropyrimidin-2-yl)amino)piperidin-1-yl)-2-oxoethyl)-[1,4'-bipiperidin]-4-yl)-1-oxoisoindolin-2-yl)piperidine-2,6-dione